(6-((2-(2,4-dimethoxybenzyl)-4-(oxazol-2-yl)-1-oxo-2,3-dihydro-1H-pyrrolo[3,4-c]pyridin-7-yl)amino)pyridin-3-yl)piperazine-1-carboxylic acid tert-butyl ester C(C)(C)(C)OC(=O)N1C(CNCC1)C=1C=NC(=CC1)NC=1C2=C(C(=NC1)C=1OC=CN1)CN(C2=O)CC2=C(C=C(C=C2)OC)OC